CC(C#CCC1=NC2=C(N1C(=O)N)C=CC=C2N2CCN(CC2)C)C (4-Methylpent-2-ynyl)-4-(4-methylpiperazin-1-yl)-1H-benzo[d]imidazole-1-carboxamide